(S,E)-4-(8-Amino-3-(1-(4-(dimethylamino)but-2-enoyl)piperidin-2-yl)imidazo[1,5-a]pyrazin-1-yl)-2-methoxy-N-(4-propylpyridin-2-yl)benzamide NC=1C=2N(C=CN1)C(=NC2C2=CC(=C(C(=O)NC1=NC=CC(=C1)CCC)C=C2)OC)[C@H]2N(CCCC2)C(\C=C\CN(C)C)=O